5-Bromo-3-(bromomethyl)-2-chloropyridine BrC=1C=C(C(=NC1)Cl)CBr